N(=[N+]=[N-])C1=CC=C(C[C@@H](N)C(=O)O)C=C1 4-Azido-D-phenylalanine